N(=[N+]=[N-])CC1=CC(=CC(=C1)CN=[N+]=[N-])CN=[N+]=[N-] 1,3,5-tris(azidomethyl)benzene